ClC1=CC=2C3=C(NC2C=C1)C([C@H]1\C(\CN(C3)CC1)=C/C)=O (4E,5R)-10-chloro-4-ethylidene-1,4,5,7-tetrahydro-2,5-ethanoazocino[4,3-b]indol-6(3H)-one